2-[[6-(1,3-Benzothiazol-2-ylamino)-5-methyl-pyridazin-3-yl]-(3-hydroxypropyl)amino]-5-[3-[2-fluoro-4-[3-(methylamino)prop-1-ynyl]phenoxy]propyl]thiazole-4-carboxylic acid S1C(=NC2=C1C=CC=C2)NC2=C(C=C(N=N2)N(C=2SC(=C(N2)C(=O)O)CCCOC2=C(C=C(C=C2)C#CCNC)F)CCCO)C